Tert-butyl (4-(benzyloxy)-5,6-difluoronaphthalen-2-yl)carbamate C(C1=CC=CC=C1)OC1=CC(=CC2=CC=C(C(=C12)F)F)NC(OC(C)(C)C)=O